C1N(CCC2=CC=CC=C12)C[C@H](CN1CCOC2=C(C1=O)C=CC(=C2)OCCN(C)C)O 4-[(2R)-3-(3,4-dihydro-1H-isoquinolin-2-yl)-2-hydroxy-propyl]-8-[2-(dimethylamino)ethoxy]-2,3-dihydro-1,4-benzoxazepin-5-one